N[C@H]1CS(C2=C(N(C1=O)CC1=CC=C(C=C1)Cl)C=C(C(=C2)F)C2=NOC(=N2)C(C)(C)C)(=O)=N (3R)-3-amino-7-(5-tert-butyl-1,2,4-oxadiazol-3-yl)-5-[(4-chlorophenyl)methyl]-8-fluoro-1-imino-1-oxo-2,3-dihydro-1lambda6,5-benzothiazepin-4-one